C(=O)C12C3C4C5(C(C14)C2C53)NC(OC(C)(C)C)=O tert-butyl (4-formylcuban-1-yl)carbamate